Cl.BrCC=1C=NC=CC1 3-(bromomethyl)pyridine hydrochloride